Cl.N1(CCNCCC1)C1=CC=C(C=C1)O 4-(1,4-diazepan-1-yl)phenol HCl